C(C1=CC=CC=C1)N1CCC(CC1)O 1-benzyl-4-hydroxypiperidin